N1C=NC2=C1C=CC(=C2)CNC2=C(C=NC=C2)C2=CC=C(C=C2)OC N-(1H-1,3-benzodiazol-5-ylmethyl)-3-(4-methoxyphenyl)pyridin-4-amine